(1R,3s,5S)-8-((1-methyl-1H-imidazol-2-yl)methyl)-8-azabicyclo[3.2.1]octan-3-amine CN1C(=NC=C1)CN1[C@H]2CC(C[C@@H]1CC2)N